ClC=1C(=CC(=C(OCCOCCOCCOCCOCCOCCOCCOCCOCCNC(OC(C)(C)C)=O)C1)S(N(C)C1=C(C=CC=C1)OC)(=O)=O)B1OC(C(O1)(C)C)(C)C tert-butyl (26-(5-chloro-2-(N-(2-methoxyphenyl)-N-methylsulfamoyl)-4-(4,4,5,5-tetramethyl-1,3,2-dioxaborolan-2-yl)phenoxy)-3,6,9,12,15,18,21,24-octaoxahexacosyl)carbamate